2,3,4-trifluorobenzyl cyanide FC1=C(CC#N)C=CC(=C1F)F